C(C)(C)(C)C1N(CC[C@@H]1OCCOC1=CC(=CC=C1)C#N)C(=O)O[C@@H]1CN(CC1(F)F)C(C)C (3R)-4,4-difluoro-1-(propan-2-yl)pyrrolidin-3-ol tert-butyl-(3S)-3-[2-(3-cyanophenoxy)ethoxy]pyrrolidine-1-carboxylate